2-((4-Chloro-2-fluorophenoxy)methyl)-3-(piperidin-4-oxy)pyridine ClC1=CC(=C(OCC2=NC=CC=C2OC2CCNCC2)C=C1)F